ClC=1N=NC(=C(N1)SC)CC1=CC(=CC=C1)C 3-chloro-6-(3-methylbenzyl)-5-(methylthio)-1,2,4-triazine